iron-copper-tin [Sn].[Cu].[Fe]